(2S)-2-[9H-fluorene-9-ylmethoxycarbonyl(methyl)amino]-5,5,5-trifluoropentanoic acid C1=CC=CC=2C3=CC=CC=C3C(C12)COC(=O)N([C@H](C(=O)O)CCC(F)(F)F)C